N-((8-methoxy-2-(6-methoxypyridin-3-yl)-2,3-dihydrobenzo[b][1,4]dioxin-6-yl)methyl)-1-(methylsulfanyl)-2-nitroethen-1-amine COC1=CC(=CC2=C1OC(CO2)C=2C=NC(=CC2)OC)CNC(=C[N+](=O)[O-])SC